FC1=C(C(=CC(=C1)C=1C(=NC=CC1)SC(C)C)F)N1CC(C1)CCC(=O)O 3-[1-[2,6-difluoro-4-(2-isopropylsulfanyl-3-pyridyl)phenyl]azetidin-3-yl]propionic acid